COC1=CC=C(C=C1)C(OC[C@@]1(CN(C[C@@H](O1)N1C(N=C(C=C1)N1N=CN=C1)=O)C(=O)OC(C)(C)C)CO[Si](C(C)C)(C(C)C)C(C)C)(C1=CC=CC=C1)C1=CC=C(C=C1)OC tert-butyl (2S,6R)-2-[[bis(4-methoxyphenyl)-phenyl-methoxy]methyl]-6-[2-oxo-4-(1,2,4-triazol-1-yl)pyrimidin-1-yl]-2-(triisopropylsilyloxymethyl)morpholine-4-carboxylate